BrC1=C(C(=NC=C1)Cl)[Si](C)(C)C 4-bromo-2-chloro-3-(trimethylsilyl)-pyridine